BrC1=C(C=C(C=C1)C#CCCC1CCN(CC1)C(=O)OC(C)(C)C)C tert-butyl 4-[4-(4-bromo-3-methyl-phenyl)but-3-ynyl]piperidine-1-carboxylate